rac-bis(3-(2-(dimethylamino)ethyl)-1H-indol-4-yl) (trans)-cyclobutane-1,2-dicarboxylate [C@@H]1([C@@H](CC1)C(=O)OC1=C2C(=CNC2=CC=C1)CCN(C)C)C(=O)OC1=C2C(=CNC2=CC=C1)CCN(C)C |r|